tertiary butyl (2-(4-((4-(4-((5-chloro-4-((2-(N-methylmethanesulfonamido)phenyl)amino)pyrimidin-2-yl)amino)-3-methoxyphenyl)piperazin-1-yl)methyl)piperidin-1-yl)-2-oxoethyl)carbamate ClC=1C(=NC(=NC1)NC1=C(C=C(C=C1)N1CCN(CC1)CC1CCN(CC1)C(CNC(OC(C)(C)C)=O)=O)OC)NC1=C(C=CC=C1)N(S(=O)(=O)C)C